FC(C(=O)O)(F)F.CN1CCC2(CN(C2)C=2N=NC(=CN2)C2=C(C=C(C=C2)C=2N=NNC2)O)CC1 2-[3-(7-methyl-2,7-diazaspiro[3.5]non-2-yl)-1,2,4-triazin-6-yl]-5-(1H-1,2,3-triazol-4-yl)phenol trifluoroacetate salt